N[C@H](C)C=1N=C2N(C=C(C=C2N2C(N(C(C2)=O)C)=O)CC)C1 (R)-1-(2-(1-aminoethyl)-6-ethylimidazo[1,2-a]pyridin-8-yl)-3-methylimidazolidine-2,4-dione